C(N)(O[C@H](C(=O)NCC=1C=C2CN(C(C2=CC1)=O)C1C(NC(C=C1)=O)=O)C1=CC=CC=C1)=O ((1S)-2-(((2-(2,6-dioxopyridin-3-yl)-1-oxoisoindoline-5-yl)methyl)amino)-2-oxo-1-phenylethyl) carbamate